ClC=1C(=CC(=C(C1)S(=O)(=O)NC=1SC(=CN1)Cl)F)NCC1=C(C=C(C=C1)Cl)N1CCOCC1 5-chloro-4-((4-chloro-2-morpholinobenzyl)amino)-N-(5-chlorothiazol-2-yl)-2-fluoro-benzenesulfonamide